2-[2-(4-chlorophenyl)-2-(2-hydroxy-5-methylphenyl)-ethyl]-N,N-dimethylpiperidinium bromide [Br-].ClC1=CC=C(C=C1)C(CC1[N+](CCCC1)(C)C)C1=C(C=CC(=C1)C)O